CNC(O[C@@H](C(C1=CC=CC=C1)C(C)(C)C)C(N[C@@H](CC1=CC=C(C=C1)NS(=O)(=O)O)C=1SC=C(N1)CC)=O)=O {1-[1-(4-ethylthiazol-2-yl)-(S)-2-(4-sulfoaminophenyl) ethylcarbamoyl]Tert-butyl-(S)-2-phenylethyl} methylcarbamate